ClCC1=NC(=NO1)CCC1=CC=C(C=C1)Cl 5-(chloromethyl)-3-[2-(4-chlorophenyl)ethyl]-1,2,4-oxadiazole